FC1=C(C=C(C=C1)C1=NN(C=C1)C)OC 3-(4-fluoro-3-methoxyphenyl)-1-methyl-1H-pyrazol